BrC=1C(=NC=C(C1)Cl)O 3-bromo-5-chloropyridin-2-ol